(S)-1-(5-methyl-2-(3-phenylpropyl)oxazole-4-carbonyl)pyrrolidine-2-carbonitrile CC1=C(N=C(O1)CCCC1=CC=CC=C1)C(=O)N1[C@@H](CCC1)C#N